C(#N)N1[C@H]2[C@@H](C[C@@H]1CC2)NC(=O)[C@H]2CC=1C=NN(C1CC2)C2=NC(=CC=C2)OC(F)F (5R)-N-((1R,2R,4S)-7-cyano-7-azabicyclo[2.2.1]heptan-2-yl)-1-(6-(difluoromethoxy)-2-pyridinyl)-4,5,6,7-tetrahydro-1H-indazole-5-carboxamide